9,10-epoxyoctadecanoic acid C(CCCCCCCC1C(CCCCCCCC)O1)(=O)O